(3R)-1-((7-cyano-2-(2,2'-dichloro-3'-(4-((2-hydroxyethyl)amino)-4,5,6,7-tetrahydropyrazolo[1,5-a]pyridine-2-carboxamido)-[1,1'-biphenyl]-3-yl)benzo[d]oxazol-5-yl)methyl)pyrrolidine C(#N)C1=CC(=CC=2N=C(OC21)C=2C(=C(C=CC2)C2=C(C(=CC=C2)NC(=O)C2=NN1C(C(CCC1)NCCO)=C2)Cl)Cl)CN2CCCC2